(3aS,7aR)-6-methyl-1-(5-methyl-6-(4-(trifluoromethyl)phenyl)-1,2,4-triazin-3-yl)octahydro-1H-pyrrolo[2,3-c]pyridine CN1C[C@H]2[C@@H](CC1)CCN2C=2N=NC(=C(N2)C)C2=CC=C(C=C2)C(F)(F)F